rac-tert-butyl (1S,2S,3R,5R)-3-((6-(4-chloro-2-(methoxymethoxy)phenyl)pyridazin-3-yl)oxy)-2-fluoro-9-azabicyclo[3.3.1]nonane-9-carboxylate ClC1=CC(=C(C=C1)C1=CC=C(N=N1)O[C@H]1[C@H]([C@@H]2CCC[C@H](C1)N2C(=O)OC(C)(C)C)F)OCOC |r|